6-(5-methylfuran-2-yl)nicotinaldehyde CC1=CC=C(O1)C1=NC=C(C=O)C=C1